CC1=NN(C=2C=C3CCN(C[C@@H]3CC21)S(=O)(=O)C2=CC(=C(C(=C2)F)OC)F)C2=CC=C(C=C2)F (R)-methyl-6-((3,5-difluoro-4-methoxyphenyl)sulfonyl)-1-(4-fluorophenyl)-4,4a,5,6,7,8-hexahydro-1H-pyrazolo[3,4-g]isoquinoline